[(3E,4R)-3-ethylidene-1-pentylpiperidin-4-yl](1H-indol-2-yl)methanone C(/C)=C/1\CN(CC[C@H]1C(=O)C=1NC2=CC=CC=C2C1)CCCCC